4-(6-(4-Aminopiperidin-1-yl)-4-(cyclopentyloxy)-3-(3-hydroxy-4-methoxyphenyl)pyridin-2-yl)-2-Fluorobenzonitrile NC1CCN(CC1)C1=CC(=C(C(=N1)C1=CC(=C(C#N)C=C1)F)C1=CC(=C(C=C1)OC)O)OC1CCCC1